1,2,3-trimethyl-4,5,6,7-tetrahydrobenzimidazolium C[N+]1=C(N(C2=C1CCCC2)C)C